OC1=C(C=CC(=C1)C(F)(F)F)C(=O)C=1N=C(NC1)C (2-Hydroxy-4-(trifluoromethyl)phenyl)(2-methyl-1H-imidazol-4-yl)methanone